Tetracosa-17,20-dienoic acid C(CCCCCCCCCCCCCCCC=CCC=CCCC)(=O)O